Tert-butyl (4-((4-decyl-2-fluorophenyl)amino)-4-oxobutyl)carbamate C(CCCCCCCCC)C1=CC(=C(C=C1)NC(CCCNC(OC(C)(C)C)=O)=O)F